ClC1=CC=C(S1)CNC1=CC(=NN1C(C(C)(C)C)=O)C1CCN(CC1)CC1=CN=CO1 1-(5-{[(5-Chlorothiophen-2-yl)methyl]amino}-3-[1-(1,3-oxazol-5-ylmethyl)piperidin-4-yl]-1H-pyrazol-1-yl)-2,2-dimethylpropan-1-on